methyl (S)-morpholine-3-carboxylate N1[C@@H](COCC1)C(=O)OC